C1(=C(C(=NC2=NC=3C4=NC5=NN=NC=C5C=C4C4=CC5=CC=CC=C5C=C4C3C=C12)B1OC(C)(C)C(C)(C)O1)B1OC(C)(C)C(C)(C)O1)B1OC(C)(C)C(C)(C)O1 HexaazatrinaphthyleneTris-Boronic Acid Pinacol Ester